2-Methyl-5-(2-(methyl-(2,2,6,6-tetramethylpiperidin-4-yl)amino)-4H-chromeno[3,4-d]thiazol-7-yl)pyridazin-3(2H)-one CN1N=CC(=CC1=O)C=1C=CC2=C(C1)OCC=1N=C(SC12)N(C1CC(NC(C1)(C)C)(C)C)C